C(#N)C=1C=C(C=CC1)CC(C=1SC2=C(N1)C=CC(=C2)OC)NS(=O)(=O)C=2C=C(C(=O)NCCNC(OC(C)(C)C)=O)C=CC2 tert-butyl N-[2-[[3-[[2-(3-cyanophenyl)-1-(6-methoxy-1,3-benzothiazol-2-yl)ethyl]sulfamoyl]benzoyl]amino]ethyl]carbamate